[N+](=O)([O-])C(N1N=C(C(=N1)[N+](=O)[O-])[N+](=O)[O-])([N+](=O)[O-])[N+](=O)[O-] 2-trinitromethyl-4,5-dinitro-1,2,3-triazole